14Z-Heptadecatrienal C(C=CC=CC=CCCCCCCCCCC)=O